ClC1=NC=C(C(=N1)C=1C=C(N)C=CC1)C1=CC(=C(C=C1)OC1=NC=CC(=N1)C)F 3-(2-chloro-5-(3-fluoro-4-((4-methylpyrimidin-2-yl)oxy)phenyl)pyrimidin-4-yl)aniline